N-(9-fluorenylmethoxycarbonyl)-D-glutamic acid 1-tert-butyl ester C(C)(C)(C)OC([C@H](NC(=O)OCC1C2=CC=CC=C2C=2C=CC=CC12)CCC(=O)O)=O